N-[3-(4-Aminobutylcarbamoyl)phenyl]-4-[[(3R,4R)-1-(2-cyanoacetyl)-4-methyl-3-piperidinyl]-methyl-amino]pyrrolo[2,3-d]pyrimidine-7-carboxamide hydrochloride Cl.NCCCCNC(=O)C=1C=C(C=CC1)NC(=O)N1C=CC2=C1N=CN=C2N(C)[C@H]2CN(CC[C@H]2C)C(CC#N)=O